3-(4-chloro-1-isopropyl-1H-pyrazolo[4,3-c]Pyridin-3-yl)-5-cyclopropyl-4-iodoisopropylOxazole ClC1=NC=CC2=C1C(=NN2C(C)C)N2C(OC(=C2I)C2CC2)C(C)C